OC(COC1=CC=C(C=C1)C1(C2=CC=CC=C2C=2C=CC=CC12)C1=CC=C(C=C1)OCC(C)O)C 9,9-bis(4-(2-hydroxypropoxy)phenyl)fluorene